ClC=1C(=C(CN2[C@@H](C[C@@](CC2)(C(=O)O)CC2=NC(=C(C(=C2F)C2=NC=CC=N2)C)NC2=NNC(=C2)C)C)C=CC1)F (2R,4R)-1-(3-chloro-2-fluorobenzyl)-4-((3-fluoro-5-methyl-6-((5-methyl-1H-pyrazol-3-yl)amino)-4-(pyrimidin-2-yl)pyridin-2-yl)methyl)-2-methylpiperidine-4-carboxylic acid